3-(6,7-dichloroindol-1-yl)propanamide ClC1=CC=C2C=CN(C2=C1Cl)CCC(=O)N